(R/S)-(4-(5-(1-(difluoromethyl)-1H-imidazol-4-yl)benzo[d]oxazol-2-yl)pyridin-2-yl)(4-((5-(hydroxymethyl)-2H-tetrazol-2-yl)(phenyl)methyl)piperidin-1-yl)methanone FC(N1C=NC(=C1)C=1C=CC2=C(N=C(O2)C2=CC(=NC=C2)C(=O)N2CCC(CC2)[C@H](C2=CC=CC=C2)N2N=C(N=N2)CO)C1)F |r|